(3R)-N-benzylpyrrolidine-3-carboxamide C(C1=CC=CC=C1)NC(=O)[C@H]1CNCC1